8-(thiazolo[4,5-b]pyridin-2-yl)-1,3,8-triazaspiro[4.5]decane-2,4-dione S1C(=NC2=NC=CC=C21)N2CCC1(C(NC(N1)=O)=O)CC2